(8-(methylamino)-5-(6-(trifluoromethyl)-[1,2,4]triazolo[1,5-a]pyridin-2-yl)-2,7-naphthyridin-3-yl)cyclopropanecarboxamide CNC=1N=CC(=C2C=C(N=CC12)C1(CC1)C(=O)N)C1=NN2C(C=CC(=C2)C(F)(F)F)=N1